COC1CC(C1OC)(C(=O)N)NC(CCN1C=NC(=C1)C)=O 3,4-dimethoxy-1-(3-(4-methyl-1H-imidazol-1-yl)propanamido)cyclobutane-1-carboxamide